C(=O)([O-])CN1CCN(CCN(CCN(CC1)C(CC)C(=O)O)CC(=O)[O-])C(C(=O)[O-])CC1=CC=C(C=C1)OCCOCCOCC.[Gd+3] gadolinium 2-{4,10-bis(carboxylatomethyl)-7-[1-carboxypropyl]-1,4,7,10-tetraazacyclododecan-1-yl}-3-{4-[2-(2-ethoxyethoxy)ethoxy]phenyl}propanoate